(mercaptomethyl)-3,6-dithia-1,8-octanedithiol SCC(CSCCSCCS)S